3-(tertiary butyl diphenyl siloxy)-2,2-difluoropropyl trifluoro-methanesulfonate FC(S(=O)(=O)OCC(CO[Si](C1=CC=CC=C1)(C1=CC=CC=C1)C(C)(C)C)(F)F)(F)F